C(C=C)C1=CC(=C(C=C1)C=1NC=CN1)O 2-(4-allyl-2-hydroxyphenyl)imidazole